C1(=CC=CC=C1)C1CCC(CC1)C1N=CC2=CC=CC=C2C1 3-(4-phenylcyclohexyl)-3,4-dihydroisoquinolin